Cl.NC[C@H](CC1=CC(=CC=C1)F)NC(=O)C=1SC(=C(C1)C1=C(C=NN1C)Cl)Cl N-{(1S)-2-AMINO-1-[(3-FLUORoPHENYL)METHYL]ETHYL}-5-CHLORo-4-(4-CHLORo-1-METHYL-1H-PYRAZOL-5-YL)-2-THIOPHENCARBOXAMID HYDROCHLORID